C1(CC1)S(=O)(=O)N1N=CC(=C1)C1=NC=CC(=N1)NC1=NC=C(C(=C1)C=1C=NN(C1)C)C#CC=1C=NN(C1)CCF 2-(1-(cyclopropylsulfonyl)-1H-pyrazol-4-yl)-N-(5-((1-(2-fluoroethyl)-1H-pyrazol-4-yl)ethynyl)-4-(1-methyl-1H-pyrazol-4-yl)pyridin-2-yl)pyrimidin-4-amine